O=C1NC2=CC=C(C=C2C1=O)C(=O)O 2,3-dioxo-1H-indole-5-carboxylic Acid